[Sr].[P] phosphorus strontium